5-chloro-N-(2-methoxy-4-(4-(4-methylpiperazin-1-yl)piperidin-1-yl)phenyl)-4-phenoxypyrimidin-2-amine ClC=1C(=NC(=NC1)NC1=C(C=C(C=C1)N1CCC(CC1)N1CCN(CC1)C)OC)OC1=CC=CC=C1